N-(2-(1-(4-(2,6-dioxopiperidin-3-yl)benzyl)piperidin-4-yl)-6-(2-hydroxypropane-2-yl)-2H-indazol-5-yl)-6-(trifluoromethyl)nicotinamide O=C1NC(CCC1C1=CC=C(CN2CCC(CC2)N2N=C3C=C(C(=CC3=C2)NC(C2=CN=C(C=C2)C(F)(F)F)=O)C(C)(C)O)C=C1)=O